tert-Butyl N-[6-hydroxy-14,14-dimethyl-6,18-bis(trifluoromethyl)-22-oxa-3,4,16,21-tetraazatetracyclo[15.3.1.12,5.012,16]docosa-1(21),2,4,17,19-pentaen-20-yl]carbamate OC1(C2=NN=C(C=3C(=CC(=C(N4CC(CC4CCCCC1)(C)C)N3)C(F)(F)F)NC(OC(C)(C)C)=O)O2)C(F)(F)F